2-((2-(dimethylamino)propyl)thio)succinate CN(C(CSC(C(=O)[O-])CC(=O)[O-])C)C